8-((4-(cyclohexylmethyl)piperazin-1-yl)methyl)-2-(3,4-dimethoxyphenyl)-5,7-dihydroxy-6-methoxy-4H-chromen-4-one C1(CCCCC1)CN1CCN(CC1)CC=1C(=C(C(=C2C(C=C(OC12)C1=CC(=C(C=C1)OC)OC)=O)O)OC)O